C(C)OC(CC=1C=CC=C2C(CCOC12)(C(=O)O)C)=O 8-(2-Ethoxy-2-oxoethyl)-4-methylchromane-4-carboxylic acid